1-(benzylsulfonyl)piperidin C(C1=CC=CC=C1)S(=O)(=O)N1CCCCC1